N-[(1R)-1-[3-amino-5-(trifluoromethyl)phenyl]ethyl]-7-methoxy-2-methyl-6-tetrahydrothiopyran-4-yl-quinazolin-4-amine NC=1C=C(C=C(C1)C(F)(F)F)[C@@H](C)NC1=NC(=NC2=CC(=C(C=C12)C1CCSCC1)OC)C